5-Cyano-N-(2,2,2-trifluoro-1-(4-fluorophenyl)ethyl)thiophene-3-sulfonamide C(#N)C1=CC(=CS1)S(=O)(=O)NC(C(F)(F)F)C1=CC=C(C=C1)F